6-amino-9-(1-{3-azaspiro[5.5]undecan-9-yl}piperidin-4-yl)-7-(4-phenoxyphenyl)purin-8-one hydrochloride Cl.NC1=C2N(C(N(C2=NC=N1)C1CCN(CC1)C1CCC2(CCNCC2)CC1)=O)C1=CC=C(C=C1)OC1=CC=CC=C1